C(C)(=O)C1=NN(C2=CC=C(C=C12)C=1C=NC(=NC1)C)CC(=O)N1[C@@H](C[C@H](C1)F)C(=O)NC1=NC(=CC=C1C)Br (2S,4R)-1-(2-(3-acetyl-5-(2-methylpyrimidin-5-yl)-1H-indazol-1-yl)acetyl)-N-(6-bromo-3-methylpyridin-2-yl)-4-fluoropyrrolidine-2-carboxamide